2-(4-(1-benzoylazetidine-3-carbonyl)-1-methyl-10-oxo-1,4,9-triazaspiro[5.6]dodecan-9-yl)acetic acid C(C1=CC=CC=C1)(=O)N1CC(C1)C(=O)N1CCN(C2(C1)CCN(C(CC2)=O)CC(=O)O)C